C(#N)[C@H]1N(CC(C1)(F)F)C(CNC(=O)C1=CC=NC2=CC=C(C=C12)OCCCCN)=O (S)-N-(2-(2-Cyano-4,4-difluoropyrrolidin-1-yl)-2-oxoethyl)-6-(4-aminobutyloxy)-quinolin-4-carboxamid